5,6-di-m-tolyl-5,6-diazaspiro[2.4]heptane-4,7-dione C1(=CC(=CC=C1)N1C(C2(CC2)C(N1C=1C=C(C=CC1)C)=O)=O)C